3-bromo-1-methoxymethyl-[1,2,4]triazole BrC1=NN(C=N1)COC